COC(=O)C=1C=C2C(=CNC2=CC1)\C=C(/C)\[N+](=O)[O-] (E)-3-(2-nitroprop-1-en-1-yl)-1H-indole-5-carboxylic acid methyl ester